(1S,2S)-N-(7-chloro-6-(1-((3S,4S)-4-hydroxy-3-methyltetrahydrofuran-3-yl)piperidin-4-yl)isoquinolin-3-yl)-2-(1-methyl-1H-pyrazol-4-yl)cyclopropane-1-carboxamide ClC1=C(C=C2C=C(N=CC2=C1)NC(=O)[C@@H]1[C@H](C1)C=1C=NN(C1)C)C1CCN(CC1)[C@]1(COC[C@H]1O)C